NC(CC(CO)NC(OC(C)(C)C)=O)=O tert-butyl (4-amino-1-hydroxy-4-oxobutan-2-yl)carbamate